O1CCC(CC1)C1=NN(C=C1)C(C)C1=NC(=NO1)C1CNCC12CN(C2)C(=O)OC(C)(C)C tert-butyl 8-(5-(1-(3-(tetrahydro-2H-pyran-4-yl)-1H-pyrazol-1-yl)ethyl)-1,2,4-oxadiazol-3-yl)-2,6-diazaspiro[3.4]octane-2-carboxylate